2-[3-[(2-hexyldodecyl)oxy]-2-(sulfoxy)propyl]-3,4-dihydroisoquinolinium C(CCCCC)C(COCC(C[N+]1=CC2=CC=CC=C2CC1)OS(=O)(=O)O)CCCCCCCCCC